(3R,4R,5R)-5-(2,4-dioxo-1,2,3,4-tetrahydropyrimidin-1-yl)-4-fluoro-4-methyl-2-methylideneoxolan-3-yl acetate C(C)(=O)O[C@@H]1C(O[C@H]([C@]1(C)F)N1C(NC(C=C1)=O)=O)=C